1-(4-(4-((3-methyl-4-((1-methyl-1H-benzo[d]imidazol-5-yl)oxy)phenyl)amino)pyrido[3,2-d]pyrimidin-6-yl)piperidin-1-yl)prop-2-en-1-one CC=1C=C(C=CC1OC1=CC2=C(N(C=N2)C)C=C1)NC=1C2=C(N=CN1)C=CC(=N2)C2CCN(CC2)C(C=C)=O